3-(3-fluoro-2-nitroanilino)propan-1-ol FC=1C(=C(NCCCO)C=CC1)[N+](=O)[O-]